1-(5-(2,5-dichlorobenzyl)octahydropyrrolo-[3,4-c]pyrrole-2-carbonyl)-4-(trifluoromethyl)-1H-pyrazole-3-carboxylic acid ClC1=C(CN2CC3C(C2)CN(C3)C(=O)N3N=C(C(=C3)C(F)(F)F)C(=O)O)C=C(C=C1)Cl